COC1=C2C(C(=C(OC2=CC(=C1)OC)C1=CC(=C(C(=C1)OC)OC)OC)OCCCCSC1(NC=NC2=CC=CC=C12)C)=O 5,7-dimethoxy-3-(4-((4-methylquinazolin-4-yl)thio)butoxy)-2-(3,4,5-trimethoxyphenyl)-4H-chromen-4-one